pentadecyl 7-(4-(4-(benzo[b]thiophen-4-yl)piperazin-1-yl)butoxy)-2-oxoquinoline-1(2H)-carboxylate S1C2=C(C=C1)C(=CC=C2)N2CCN(CC2)CCCCOC2=CC=C1C=CC(N(C1=C2)C(=O)OCCCCCCCCCCCCCCC)=O